1-(1-oxo-2H-naphtho[1,8-cd]isothiazol-5-yl)-5-(trifluoromethyl)-N-(2-(trifluoromethyl)pyridine-4-yl)-1H-pyrazole-4-carboxamide O=S1NC2=C3C1=CC=CC3=C(C=C2)N2N=CC(=C2C(F)(F)F)C(=O)NC2=CC(=NC=C2)C(F)(F)F